(3S)-1-[6-[[6-(trifluoromethyl)pyridazin-3-yl]methyl]-2-azaspiro[3.3]heptane-2-carbonyl]pyrrolidine-3-carboxamide FC(C1=CC=C(N=N1)CC1CC2(CN(C2)C(=O)N2C[C@H](CC2)C(=O)N)C1)(F)F